ethyl (2E)-3-(dimethylamino)acrylate CN(/C=C/C(=O)OCC)C